indium-nickel-gold [Au].[Ni].[In]